3-(6-(1-ethoxyethenyl)pyridazin-3-yl)-2-methoxyaniline C(C)OC(=C)C1=CC=C(N=N1)C=1C(=C(N)C=CC1)OC